C(C)(C)(C)OC(=O)N1C(CN(CC1)C=1C=NC=CC1C1=CC(=C(C=C1)CNC(=O)C1=NOC(=N1)C(C)(C)C)C)C tert-butyl-4-(4-(4-((5-(tert-butyl)-1,2,4-oxadiazole-3-carboxamido)methyl)-3-methylphenyl)pyridin-3-yl)-2-methylpiperazine-1-carboxylate